5-(azetidin-1-yl)-2-(piperidin-1-yl)oxazolo[4,5-b]pyridin-6-amine N1(CCC1)C1=C(C=C2C(=N1)N=C(O2)N2CCCCC2)N